BrC=1C(C2=CC=CC=C2C(C1N(C)C)=O)=O 2-bromo-3-dimethylamino-1,4-naphthoquinone